OCCC1=NC(NC2=CC=CC=C12)=O Hydroxyethylquinazolinone